CS(=O)(=O)C1=CC=C(C=C1)CNC(=O)C=1NC(N2C1CNCC2)=O N-[(4-methylsulfonylphenyl)methyl]-3-oxo-6,8-dihydro-5H-imidazo[1,5-a]pyrazine-1-carboxamide